2-((tert-Butyldimethylsilanyloxy)-1-(3-chlorophenyl)ethyl)-6-(2-chloro-5-methylpyrimidin-4-yl)-1H-pyrrolo[1,2-c]imidazol-3(2H)-one [Si](C)(C)(C(C)(C)C)OCC(C1=CC(=CC=C1)Cl)N1C(N2C(C1)=CC(=C2)C2=NC(=NC=C2C)Cl)=O